N1(C=NC=C1)C1=C(C=CC(=N1)C(=O)NC1CCC(CC1)OC)C(F)(F)F 6-(1H-imidazol-1-yl)-N-((1r,4r)-4-methoxycyclohexyl)-5-(trifluoromethyl)pyridinecarboxamide